C(C)C1=NC=C(C=C1)C1=CC(=CC=C1)C(C)NC1=NC(=NC(=C1)C1=CC2=C(N=CS2)C=C1)C ethyl-5-[3-(1-{[6-(1,3-benzothiazol-6-yl)-2-methylpyrimidin-4-yl]amino}ethyl)phenyl]pyridine